C(C)(=O)N1CCC(CC1)CCN1N=CC(=C1C(=O)NC1=NC=C(C=C1C)C#CC1=CC(=CC=C1)F)Cl 1-(2-(1-acetylpiperidin-4-yl)ethyl)-4-chloro-N-(5-((3-fluorophenyl)ethynyl)-3-methylpyridin-2-yl)-1H-pyrazole-5-carboxamide